4-benzylpurine C(C1=CC=CC=C1)C12N=CN=CC2=NC=N1